ClC=1C=C(C=C(C1OC1=CN(C(C=C1)=O)C(C)C)Cl)N1N=CC(NC1=O)=O 2-(3,5-dichloro-4-((1-isopropyl-6-oxo-1,6-dihydropyridin-3-yl)oxy)phenyl)-3,5-dioxo-2,3,4,5-tetrahydro-1,2,4-triazine